5-{1-[2,5-difluoro-4-(4-fluorophenoxy)benzoyl]piperidin-4-yl}-4-methoxypyridin-2-amine FC1=C(C(=O)N2CCC(CC2)C=2C(=CC(=NC2)N)OC)C=C(C(=C1)OC1=CC=C(C=C1)F)F